C1(=CC(=CC=C1)C1=CC=C(C(=N1)N1C(C[C@@H](C1)C)(C)C)C(=O)NS(=O)(=O)C=1C(NC=CC1)=O)C 6-(m-Tolyl)-N-[(2-oxo-1H-pyridin-3-yl)sulfonyl]-2-[(4S)-2,2,4-trimethylpyrrolidin-1-yl]pyridin-3-carboxamid